COC(=O)C1=CC2=C(NC1=O)CC[C@@H]2C.C2(=CC=CC=C2)[Si](O[Si](C)(C)C)(O[Si](C)(C)C)O[Si](C)(C)C phenyl-tris(trimethylsiloxy)silane methyl-(5S)-5-methyl-2-oxo-1,5,6,7-tetrahydrocyclopenta[b]pyridine-3-carboxylate